(±)-2-(2-(7-(3-(((tert-butoxycarbonyl)amino)methyl)-5-fluoro-phenyl)benzofuran-5-yl)-4-methyl-3,4-Dihydro-2H-benzo[b][1,4]oxazin-8-yl)ethyl acetate C(C)(=O)OCCC1=CC=CC2=C1O[C@@H](CN2C)C=2C=C(C1=C(C=CO1)C2)C2=CC(=CC(=C2)F)CNC(=O)OC(C)(C)C |r|